4-((5-(4-((4-((3,4-dichloro-2-fluorophenyl)amino)-7-methoxyquinazolin-6-yl)oxy)piperidin-1-yl)-5-oxopentyl)thio)-2-(2,6-dioxopiperidin-3-yl)isoindoline-1,3-dione ClC=1C(=C(C=CC1Cl)NC1=NC=NC2=CC(=C(C=C12)OC1CCN(CC1)C(CCCCSC1=C2C(N(C(C2=CC=C1)=O)C1C(NC(CC1)=O)=O)=O)=O)OC)F